2-{8-[(2-cyano-2-methylideneethyl)amino]-7-methoxynaphthalen-2-yl}pyrimidine-4-carboxamide C(#N)C(CNC=1C(=CC=C2C=CC(=CC12)C1=NC=CC(=N1)C(=O)N)OC)=C